N-((S)-1-(((S)-1-(4-chlorothiazol-2-yl)-1-oxo-3-((S)-2-oxopyrrolidin-3-yl)propan-2-yl)amino)-3-cyclohexyl-1-oxopropan-2-yl)-4-methoxy-1H-indole-2-carboxamide ClC=1N=C(SC1)C([C@H](C[C@H]1C(NCC1)=O)NC([C@H](CC1CCCCC1)NC(=O)C=1NC2=CC=CC(=C2C1)OC)=O)=O